COC1=C(C=C(C=C1)N1C=NC(=C1)[N+](=O)[O-])C(F)(F)F 1-(4-Methoxy-3-(trifluoromethyl)phenyl)-4-nitro-1H-imidazole